CC12OC3=C(C(NC(N1C=1C=C(C=O)C=CC1)=O)C2)C=CC=C3 3-(2-methyl-4-oxo-5,6-dihydro-2H-2,6-methanobenzo[g][1,3,5]oxadiazocin-3(4H)-yl)benzaldehyde